1-bromo-4-ethylbenzene BrC1=CC=C(C=C1)CC